FC=1C=C(C=C(C1)F)[C@@H]1CC[C@H]2OC3(C(N21)=O)CCN(CC3)C(=O)C=3N=NC=C(C3)C(F)(F)F (5'S,7a'R)-5'-(3,5-difluorophenyl)-1-[5-(trifluoromethyl)pyridazine-3-carbonyl]-tetrahydro-3'H-spiro-[piperidine-4,2'-pyrrolo[2,1-b][1,3]-oxazol]-3'-one